Propyloleat C(CC)OC(CCCCCCC\C=C/CCCCCCCC)=O